1-(2-chlorophenyl)-7-(trifluoromethyl)pyrido[2,3-d]pyrimidine-2,4(1h,3h)-dione ClC1=C(C=CC=C1)N1C(NC(C2=C1N=C(C=C2)C(F)(F)F)=O)=O